tert-butyl 5-(1-(tert-butoxycarbonyl) piperidin-4-yl)-3-isopropyl-2-(1-methyl-6-oxo-5-(prop-1-en-2-yl)-1,6-dihydropyridin-3-yl)-1H-indole-1-carboxylate C(C)(C)(C)OC(=O)N1CCC(CC1)C=1C=C2C(=C(N(C2=CC1)C(=O)OC(C)(C)C)C1=CN(C(C(=C1)C(=C)C)=O)C)C(C)C